BrC1=C(C=C(C(=O)N2CC=3N(CC2)C(N(C3C(=O)NCC3=C(C=C(C=C3)OC)F)C3=CC=C(C=C3)N3N=CC=C3)=O)C=C1)Cl 7-(4-bromo-3-chloro-benzoyl)-N-[(2-fluoro-4-methoxy-phenyl)methyl]-3-oxo-2-(4-pyrazol-1-ylphenyl)-6,8-dihydro-5H-imidazo[1,5-a]pyrazine-1-carboxamide